(5-Aminoisoxazol-3-yl)-2-fluorophenol NC1=CC(=NO1)C=1C(=C(C=CC1)O)F